CCCCCC1=CC(=C2[C@@H]3C=C(CC[C@H]3C(OC2=C1)(C)C)C(=O)O)O The molecule is a phytocannabinoid that is Delta(9)-tetrahydrocannabinol in which the C-11 methyl has been fully oxidised to a carboxy group. Further enzymatic oxidation product of 11-hydroxy-Delta(9)-tetrahydrocannabinol. It has a role as a human xenobiotic metabolite. It derives from a Delta(9)-tetrahydrocannabinol.